BrC1=C(C=CC(=C1)C)CCC(=O)O 3-(2-bromo-4-methylphenyl)propionic acid